4-(4-(3-(2-chlorophenyl)ureido)-1H-pyrazol-1-yl)-N-(piperidin-4-ylmethyl)thiophene-2-carboxamide ClC1=C(C=CC=C1)NC(NC=1C=NN(C1)C=1C=C(SC1)C(=O)NCC1CCNCC1)=O